BrC1C(N(C1C1=C(C=CC=C1)Cl)C1C2(CC3CC(CC1C3)C2)C(=O)N)=O (3-bromo-4-(2-chlorophenyl)-2-azetidinon-1-yl)adamantanecarboxamide